2-chloro-N-(2-(4'-cyano-[1,1'-biphenyl]-4-carbonyl)phenyl)-N-methylacetamide ClCC(=O)N(C)C1=C(C=CC=C1)C(=O)C1=CC=C(C=C1)C1=CC=C(C=C1)C#N